ClC1=C(C=C2C=C(N=CC2=C1)NC(=O)[C@@H]1[C@H](CC1)C#N)N1CCN(CC1)[C@]1(COC[C@H]1F)C (1S,2S)-N-[7-chloro-6-[4-((3S,4S)-4-fluoro-3-methyl-tetrahydrofuran-3-yl)piperazin-1-yl]-3-isoquinolyl]-2-cyano-cyclobutanecarboxamide